(S)-5-(((4-(3-chloro-4-(2-chloro-3-(1-methyl-3-((methylamino)methyl)-1H-pyrrolo[2,3-b]pyridin-6-yl)phenyl)pyridin-2-yl)-2-methoxybenzyl)amino)methyl)pyrrolidin-2-one ClC=1C(=NC=CC1C1=C(C(=CC=C1)C1=CC=C2C(=N1)N(C=C2CNC)C)Cl)C2=CC(=C(CNC[C@@H]1CCC(N1)=O)C=C2)OC